1-(6-n-butoxynaphthalen-2-yl)tetrahydrothiophenium C(CCC)OC=1C=C2C=CC(=CC2=CC1)[S+]1CCCC1